3,3'-bismethylbenzidine CC=1C=C(C=CC1N)C1=CC(=C(N)C=C1)C